(3E)-1-iodo-6,6-dimethoxy-3-hexene ICC\C=C\CC(OC)OC